copper-nickel sulfide [Ni]=S.[Cu]